C(C)N1C(C(C2=CC=C3C(=C12)C=CC=C3)(C)C)/C=C/NC3=CC=CC=C3 (E)-N-(2-(1-ethyl-3,3-dimethylbenzoindol-2-yl)vinyl)aniline